FC1=C(C=CC(=C1)C1=NN(C=N1)C1=CC=C(C=C1)OC(F)(F)F)NC(=O)\N=C\1/SCC(N1C1=C(C=CC(=C1)OC)CCC)=O (Z)-1-(2-fluoro-4-(1-(4-(trifluoromethoxy)phenyl)-1H-1,2,4-triazol-3-yl)phenyl)-3-(3-(5-methoxy-2-propylphenyl)-4-oxothiazolidin-2-ylidene)urea